O-((ethoxycarbonyl)cyanomethyleneamino)-N,N,N',N'-Tetramethyluronium hexafluorophosphate F[P-](F)(F)(F)(F)F.C(C)OC(=O)C(C#N)=NOC(=[N+](C)C)N(C)C